FC(C(C(=O)N1C[C@H]2OC3=C([C@@H]1C2)C=NC=C3C#CCC3CCOCC3)(C)C)F 3,3-difluoro-2,2-dimethyl-1-((2S,5S)-9-(3-(tetrahydro-2H-pyran-4-yl)prop-1-yn-1-yl)-2,3-dihydro-2,5-methanopyrido[3,4-f][1,4]oxazepin-4(5H)-yl)propan-1-one